5-((4-(2-(2-Aminopyridin-3-yl)-5-phenyl-3H-imidazo[4,5-b]pyridin-3-yl)benzyl)(methyl)amino)-2-hydroxybenzaldehyde NC1=NC=CC=C1C1=NC=2C(=NC(=CC2)C2=CC=CC=C2)N1C1=CC=C(CN(C=2C=CC(=C(C=O)C2)O)C)C=C1